(3R*,4R*)-4-(5-methoxythiophen-2-yl)-2-oxopyrrolidine-3-carboxylic acid COC1=CC=C(S1)[C@@H]1[C@H](C(NC1)=O)C(=O)O |o1:7,8|